(6R)-6-{[2-(1-ethyl-3-methyl-1H-pyrazol-4-yl)-7-(methanesulfonyl)[1,2,4]triazolo[1,5-c]quinazolin-5-yl]amino}-1,4-diazepan-5-one C(C)N1N=C(C(=C1)C1=NN2C(=NC=3C(=CC=CC3C2=N1)S(=O)(=O)C)N[C@H]1C(NCCNC1)=O)C